5-(N-(2-(4-(3-bromothiophene-2-carbonyl)piperazin-1-yl)phenyl)-N-(4-chlorophenylethyl)sulfamoyl)-3-methylbenzothiophene-2-carboxylic acid ethyl ester C(C)OC(=O)C=1SC2=C(C1C)C=C(C=C2)S(N(CCC2=CC=C(C=C2)Cl)C2=C(C=CC=C2)N2CCN(CC2)C(=O)C=2SC=CC2Br)(=O)=O